(S)-2-(6-Fluorobenzo[d]oxazol-2-yl)-5-((4-fluorobenzyl)oxy)-6-methoxy-1,2,3,4-tetrahydroisoquinoline-3-carboxylic acid methyl ester COC(=O)[C@H]1N(CC2=CC=C(C(=C2C1)OCC1=CC=C(C=C1)F)OC)C=1OC2=C(N1)C=CC(=C2)F